1-(3-chloro-4-cyano-2-fluorophenyl)-N-(6-((1-((1-(4-((2,6-dioxopiperidin-3-yl)amino)-2-fluorophenyl)piperidin-4-yl)methyl)piperidin-4-yl)oxy)pyridazin-3-yl)piperidine-4-carboxamide ClC=1C(=C(C=CC1C#N)N1CCC(CC1)C(=O)NC=1N=NC(=CC1)OC1CCN(CC1)CC1CCN(CC1)C1=C(C=C(C=C1)NC1C(NC(CC1)=O)=O)F)F